2-dicyclohexylphosphino-2',6'-di-isopropoxy-1,1'-biphenyl C1(CCCCC1)P(C1=C(C=CC=C1)C1=C(C=CC=C1OC(C)C)OC(C)C)C1CCCCC1